2-(PHENYLAMINO)PYRIMIDINE-4-CARBALDEHYDE C1(=CC=CC=C1)NC1=NC=CC(=N1)C=O